5-bromo-1-(2-(1-(4-fluorobenzyl)-2,5-dimethyl-1H-imidazol-4-yl)-2-oxoethyl)pyridin-2(1H)-one BrC=1C=CC(N(C1)CC(=O)C=1N=C(N(C1C)CC1=CC=C(C=C1)F)C)=O